CC1=C(C(C(C=2C(C3=CC=CC=C3C(C12)=O)=O)C)=O)C trimethyl-(2-oxo-anthraquinone)